NC1=[N+](C=C(N=C1C)C1CC1)CC(=O)OCC ethyl 2-(2-amino-5-cyclopropyl-3-methyl-pyrazin-1-ium-1-yl)-acetate